Methyl (S)-5-(4-(2-((tert-butoxycarbonyl)amino)-3,3-dicyclopropylpropanamido)phenyl)-1-methyl-1H-imidazole-4-carboxylate C(C)(C)(C)OC(=O)N[C@H](C(=O)NC1=CC=C(C=C1)C1=C(N=CN1C)C(=O)OC)C(C1CC1)C1CC1